BrC1=CC(=NC=C1)NC(CCN1CCOCC1)=O N-(4-bromopyridin-2-yl)-3-(morpholin-4-yl)propanamide